C(C)(C)(C)OC(=O)N1CCN(CC1)C1=C(C(=C(C(=O)O)C=C1F)CNC1C(NC(CC1)=O)=O)F 4-(4-(Tert-butoxycarbonyl)piperazin-1-yl)-2-(((2,6-dioxopiperidin-3-yl)amino)methyl)-3,5-difluorobenzoic acid